C[S+](CC[C@@H](NCCCCCCCCCCCCCCCC)C(=O)O)C S-methyl-N-hexadecyl-D-methionine